[C@H]1(CC[C@@H](CC1)C(=O)OCC)C(=O)OCC diethyl cis-1,4-cyclohexanedicarboxylate